(E)-6-undecenal C(CCCC\C=C\CCCC)=O